C(C1=CC=CC=C1)OC1=CC=C2CC(C(N(C2=C1)CC1=CC=C(C=C1)OC)=O)C 7-(Benzyloxy)-1-(4-methoxybenzyl)-3-methyl-3,4-dihydroquinolin-2(1H)-one